C1(CC1)CN1C(=CC2=CC=C(C=C12)C(C)OC)C1=NC2=C(N1CC=1C=NN(C1)C)C(=CC(=C2)C(=O)N2C1CCC(C2)[C@H]1N)OC (7R)-2-{2-[1-(cyclopropylmethyl)-6-(1-methoxyethyl)-1H-indol-2-yl]-7-methoxy-1-[(1-methyl-1H-pyrazol-4-yl)methyl]-1H-1,3-benzodiazole-5-carbonyl}-2-azabicyclo[2.2.1]heptan-7-amine